(2R,3R,4R,5S)-1-(2,6-difluoro-4-(tetrahydro-2H-pyran-4-yl)phenethyl)-2-methylpiperidine-3,4,5-triol FC1=C(CCN2[C@@H]([C@H]([C@@H]([C@H](C2)O)O)O)C)C(=CC(=C1)C1CCOCC1)F